1-phenylindol C1(=CC=CC=C1)N1C=CC2=CC=CC=C12